C(C1=CC=CC=C1)SC1=CC=2N(C(=C1)Cl)C=NC2I 7-benzylsulfanyl-5-chloro-1-iodo-imidazo[1,5-a]pyridine